S1(C=CCC1)=O 4H-thiophenone